(1S,2S,3S)-2-[1-Amino-1-carboxy-2-(9H-xanthen-9-yl)-ethyl]-3-ethyl-cyclopropane-carboxylic acid NC(CC1C2=CC=CC=C2OC=2C=CC=CC12)(C(=O)O)[C@@H]1[C@H]([C@H]1CC)C(=O)O